C(C)(C)N(C(=O)C1=C(OC=2C(=NC=NC2)N2C[C@@H](CC2)CN2CC3(C2)CCN(CC3)S(=O)(=O)N3CC2C(C3)CNC2)C=CC(=C1)F)C(C)C 5-((2-(((S)-1-(5-(2-(diisopropylcarbamoyl)-4-fluorophenoxy)pyrimidine-4-yl)pyrrolidin-3-yl)methyl)-2,7-diazaspiro[3.5]nonan-7-yl)sulfonyl)hexahydropyrrolo[3,4-c]pyrrole